(R)-6-(3-(1-ethyl-1H-pyrazol-3-yl)-1,2,4-oxadiazol-5-yl)-2,2-dimethyl-3,4-dihydro-2H-pyrano[2,3-b]pyridin-3-ol C(C)N1N=C(C=C1)C1=NOC(=N1)C=1C=C2C(=NC1)OC([C@@H](C2)O)(C)C